6,7-dimethyl-4-methylsulfanyl-2-[(2R,4S)-2-(1-cyclopropylpyrazol-4-yl)tetrahydropyran-4-yl]pteridine CC=1N=C2C(=NC(=NC2=NC1C)[C@@H]1C[C@@H](OCC1)C=1C=NN(C1)C1CC1)SC